4-((((5'S,7a'R)-3'-oxo-5'-(pyrazin-2-yl)tetrahydro-3'H-spiro[cyclobutane-1,2'-pyrrolo[2,1-b]oxazol]-3-yl)oxy)methyl)benzonitrile O=C1N2[C@H](OC13CC(C3)OCC3=CC=C(C#N)C=C3)CC[C@H]2C2=NC=CN=C2